C(=O)(OC(C)(C)C)NCCCCC(C(=O)O)C(=O)OCCCC1=CC=CC=C1 6-((Boc)amino)-2-((3-phenylpropoxy)carbonyl)hexanoic acid